C1(CC1)C1OC(=CCNC1(F)F)C 2-cyclopropyl-3,3-difluoro-7-methyl-1,2,3,4-tetrahydro-[1,4]oxazepine